(S)-5-(5-methyl-3-(((4-methylmorpholin-2-yl)methyl)amino)-1,2,4-triazine-6-yl)benzothiazole CC=1N=C(N=NC1C=1C=CC2=C(N=CS2)C1)NC[C@H]1CN(CCO1)C